N,N-dimethyl-2-[4-[(2S,5R)-5-methyl-2-piperidyl]Anilino]acetamide CN(C(CNC1=CC=C(C=C1)[C@H]1NC[C@@H](CC1)C)=O)C